ClC=1C=C(C2=C(C1)OCC=1N=CSC12)C 7-chloro-9-methyl-4H-chromeno[3,4-d]thiazole